1-(Cyclopropylmethyl)-1H-pyrazole-4-carboxylic acid hydrazide C1(CC1)CN1N=CC(=C1)C(=O)NN